Tert-butyl (4-cyano-2-fluorophenyl)carbamate C(#N)C1=CC(=C(C=C1)NC(OC(C)(C)C)=O)F